C(C)OC([C@H](C)NP(=O)(OC1=C(C(=C(C(=C1F)F)F)F)F)N[C@@H](C)C(=O)OCC)=O Ethyl ((((S)-1-ethoxy-1-oxopropan-2-yl) amino) (perfluorophenoxy) phosphoryl)-L-alaninate